OC1=NC(=C(C(=N1)CC1(CCC2=CC=CC=C12)C(=O)OC)[N+](=O)[O-])O methyl 1-((2,6-dihydroxy-5-nitropyrimidin-4-yl)methyl)-2,3-dihydro-1H-indene-1-carboxylate